CC=1C=C(C#N)C=CC1C1=CC=2C(=NC=C(C2)[N+](=O)[O-])N1 3-methyl-4-(5-nitro-1H-pyrrolo[2,3-b]pyridin-2-yl)benzonitrile